2-(2-(4-amino-8-methyl-6-(2-(trifluoromethyl)pyridin-3-yl)-9H-pyrimido[4,5-b]indol-9-yl)acetyl)-N-(6-bromopyridin-2-yl)-5-methyl-2-azabicyclo[3.1.0]hexane-3-carboxamide NC1=NC=NC=2N(C3=C(C=C(C=C3C21)C=2C(=NC=CC2)C(F)(F)F)C)CC(=O)N2C1CC1(CC2C(=O)NC2=NC(=CC=C2)Br)C